4-(4-(4-propenoylpiperazin-1-yl)phenyl)-6-(1-(2-hydroxy-2-methylpropyl)-1H-pyrazol-4-yl)pyrazolo[1,5-a]pyridine-3-carbonitrile C(C=C)(=O)N1CCN(CC1)C1=CC=C(C=C1)C=1C=2N(C=C(C1)C=1C=NN(C1)CC(C)(C)O)N=CC2C#N